N-[(2R)-3-([2-[(tert-butyldimethylsilyl)oxy]ethyl]sulfanyl)-1-(morpholin-4-yl)-1-oxopropan-2-yl]-4-fluorobenzamide [Si](C)(C)(C(C)(C)C)OCCSC[C@@H](C(=O)N1CCOCC1)NC(C1=CC=C(C=C1)F)=O